(R)-3-chloro-N1-{2-methyl-4-[1,2,2,2-tetrafluoro-1-(trifluorometh-yl)ethyl]phenyl}-N2-(1-methyl-2-methylsulfonylethyl)phthalamide ClC1=C(C(C(=O)NC2=C(C=C(C=C2)C(C(F)(F)F)(C(F)(F)F)F)C)=CC=C1)C(=O)N[C@@H](CS(=O)(=O)C)C